ClC1=CC=2N=C(N=C(C2C(O1)=O)N1CCOCCC1)SC 7-chloro-2-(methylsulfanyl)-4-(1,4-oxazepan-4-yl)pyrano[4,3-d]pyrimidin-5-one